S(=O)(=O)(O)O.[Cu](Cl)Cl copper chloride sulfate